2,6-dimethoxybutyl-4-pyrone COC(CC=1OC(=CC(C1)=O)OC)CC